2-methyl-1,4-phenylene ether CC1=C2C=CC(=C1)O2